[2-(2-aminoethyl)phenyl]-pyrazole NCCC1=C(C=CC=C1)C1=NNC=C1